O1N=C(C=C1)NC(=O)C=1C=CC(=C2C=CC=NC12)NC1CCN(CC1)CC(N1[C@@H](C[C@@H](C1)F)C#N)=O N-isoxazol-3-yl-5-[[1-[2-oxo-2-[(2S,4S)-2-cyano-4-fluoro-pyrrolidin-1-yl]ethyl]-4-piperidyl]amino]quinoline-8-carboxamide